COC(C1=CC(=C(C(=C1)[N+](=O)[O-])NCC=1C=NC=C(C1)Br)OC)=O 4-(((5-bromopyridin-3-yl)methyl)amino)-3-methoxy-5-nitrobenzoic acid methyl ester